N-eicosanamidopropyl-dimethylamine C(CCCCCCCCCCCCCCCCCCC)(=O)NCCCN(C)C